1-Cyclopentadecyl 11-(2-hexyldecyl) 6-((4-((tert-butyldiphenylsilyl)oxy)butyl)-(methyl)amino)undecanedioate [Si](C1=CC=CC=C1)(C1=CC=CC=C1)(C(C)(C)C)OCCCCN(C(CCCCC(=O)OC1CCCCCCCCCCCCCC1)CCCCC(=O)OCC(CCCCCCCC)CCCCCC)C